O=C1CNC2=CC=C(C=C12)S(=O)(=O)O 1,3-dihydro-3-oxo-5-sulfo-2H-indole